2,4,6-tripropyl-1,3,5,2,4,6-trioxatriphosphine 2,4,6-trioxide C(CC)P1(OP(OP(O1)(CCC)=O)(CCC)=O)=O